BrCC(C1=CC=C(C=C1)F)C(=O)C(CBr)C1=CC=C(C=C1)F 2-bromo-1-(4-fluorophenyl)ethyl ketone